C(OC(C)C)([O-])=O isopropyl monocarbonate